4-((3-(1-(2,2-difluoroethyl)-3-(trifluoromethyl)-1H-pyrazol-4-yl)imidazo[1,2-a]pyrazin-8-yl)amino)-2-ethyl-N-(2-(2-morpholinoethoxy)ethyl)benzamide FC(CN1N=C(C(=C1)C1=CN=C2N1C=CN=C2NC2=CC(=C(C(=O)NCCOCCN1CCOCC1)C=C2)CC)C(F)(F)F)F